(5-((4-(2-(2-(2-(2-Aminoethoxy)ethoxy)ethoxy)ethyl)piperazin-1-yl)methyl)isoindolin-2-yl)(2-(benzyloxy)-4,6-dihydroxy-3-methylphenyl)methanone hydrochloride Cl.NCCOCCOCCOCCN1CCN(CC1)CC=1C=C2CN(CC2=CC1)C(=O)C1=C(C(=C(C=C1O)O)C)OCC1=CC=CC=C1